ClC=1C2=C(C(=NC1)C1CC1)CN(C2=O)CC2=C(C=C(C=C2)OC)OC 7-chloro-4-cyclopropyl-2-(2,4-dimethoxybenzyl)-2,3-dihydro-1H-pyrrolo[3,4-c]pyridin-1-one